methylene-bis(4-ethyl-6-butylphenol) C(C1=C(C(=CC(=C1)CC)CCCC)O)C1=C(C(=CC(=C1)CC)CCCC)O